3-(8-(4-acetylphenyl)-2-(4-(2-(diethylamino)ethoxy)phenyl)imidazo[1,2-a]pyridin-6-yl)benzonitrile C(C)(=O)C1=CC=C(C=C1)C=1C=2N(C=C(C1)C=1C=C(C#N)C=CC1)C=C(N2)C2=CC=C(C=C2)OCCN(CC)CC